ClC1=CC=C(C=C1)[C@H](CC1=NOC(=N1)CN1C(N2C(=CC1=O)C(CC2)=O)=O)O 2-({3-[(2s)-2-(4-chlorophenyl)-2-hydroxyethyl]-1,2,4-oxadiazol-5-yl}methyl)-6H,7H-pyrrolo[1,2-c]pyrimidine-1,3,5-trione